tert-butyl (1R,3s,5S)-3-((6-(4-(2-methyl-2H-1,2,3-triazol-4-yl)-1-((2-(trimethyl silyl) ethoxy)methyl)-1H-indazol-7-yl)pyridazin-3-yl)amino)-8-azabicyclo[3.2.1]octane-8-carboxylate CN1N=CC(=N1)C1=C2C=NN(C2=C(C=C1)C1=CC=C(N=N1)NC1C[C@H]2CC[C@@H](C1)N2C(=O)OC(C)(C)C)COCC[Si](C)(C)C